FC1=C(C=CC=C1)C=1N=C(N=NC1C1=C(C=NC=C1)F)NC(=O)NCCN1CCOCC1 1-[5-(2-fluorophenyl)-6-(3-fluoro-4-pyridyl)-1,2,4-triazin-3-yl]-3-(2-morpholinoethyl)urea